C(#N)C1=CC=C2C(=N1)C=NC=C2N2[C@H](CC2)C 2-cyano-5-((S)-2-methylazetidin-1-yl)pyrido[3,4-b]pyridine